bis(2,4,6-triisopropylphenyl) disulfide C(C)(C)C1=C(C(=CC(=C1)C(C)C)C(C)C)SSC1=C(C=C(C=C1C(C)C)C(C)C)C(C)C